NC1=CC(=C(CC2=CC=C(C(=N2)C2=CC=CC=C2)O)C(=C1)C)C 6-(4-amino-2,6-dimethylbenzyl)-2-phenylpyridin-3-ol